5-aminotetrahydro-2H-pyran-3-ol NC1CC(COC1)O